FC1=CC=C(CC=2C=C3C=C(C=CN3C(C2)=O)N2C(OC3=C2C=CC=C3)=O)C=C1 (2-(4-fluorobenzyl)-4-oxo-4H-quinolizin-8-yl)benzo[d]oxazol-2(3H)-one